N-[(2,4-dimethoxyphenyl)methyl]-8-methoxy-7-[3-(pyrrolidin-1-yl)propoxy]-1H,2H,3H-cyclopenta[c]quinolin-4-amine formate C(=O)O.COC1=C(C=CC(=C1)OC)CNC1=NC=2C=C(C(=CC2C2=C1CCC2)OC)OCCCN2CCCC2